(E)-6-bromo-2-fluoro-3-(methoxy-d3)-benzaldehyde oxime BrC1=CC=C(C(=C1/C=N/O)F)OC([2H])([2H])[2H]